C(C)O.O=C1C(O)=C(O)[C@H](O1)[C@@H](O)CO ascorbic acid monoethanol salt